ClC1=CC=C(C=C1)C1=CC=C(N1C=1C=NC=CC1C(F)(F)F)C1=C(C=C(C(=O)NCCN(C)C)C=C1)F 4-[5-(4-chlorophenyl)-1-[4-(trifluoromethyl)-3-pyridyl]pyrrol-2-yl]-N-[2-(dimethylamino)ethyl]-3-fluoro-benzamide